OCCC=1C=C(\C=N\NC(=O)C2=NC(=CN=C2)C2=CC=C(C=C2)OC)C=C(C1)OC (E)-N'-(3-(2-hydroxyethyl)-5-methoxybenzylidene)-6-(4-methoxyphenyl)pyrazine-2-carbohydrazide